ClC1=CC=C(C=C1)C=1C=C(C=C2CC(NC12)=O)B1OC(C(O1)(C)C)(C)C 7-(4-chlorophenyl)-5-(tetramethyl-1,3,2-dioxaborolan-2-yl)-2,3-dihydro-1H-indol-2-one